(R,S)-2-AMINO-3-HYDROXY-3-METHYLBUTANOIC ACID CC(C)(C(C(=O)O)N)O